methyl 2-chloro-3-[3-(dimethylamino)-3-oxo-propyl]-4-(trifluoromethoxy)benzoate ClC1=C(C(=O)OC)C=CC(=C1CCC(=O)N(C)C)OC(F)(F)F